4-(2-amino-6-fluoropyridin-3-yl)-N-(5-chloro-6-(2H-1,2,3-triazol-2-yl)pyridin-3-yl)-5-ethynyl-2-methylbenzamide NC1=NC(=CC=C1C1=CC(=C(C(=O)NC=2C=NC(=C(C2)Cl)N2N=CC=N2)C=C1C#C)C)F